CC(C)(C)S(=O)/N=C/C=1C=NC(=CC1)C(F)(F)F (E)-2-methyl-N-((6-(trifluoromethyl)pyridin-3-yl)methylene)propane-2-sulfinamide